tetrahydropyrrolo[3,4-c]pyrrole C1C2C=NC=C2CN1